(R)-N-(3-chloro-4-(pyridin-2-ylmethoxy)phenyl)-6-(piperidin-3-yl)quinazolin-4-amine ClC=1C=C(C=CC1OCC1=NC=CC=C1)NC1=NC=NC2=CC=C(C=C12)[C@@H]1CNCCC1